N-(2-(4-ethylphenylamino)benzo[d]oxazol-5-yl)-3-(chloromethyl)benzamide C(C)C1=CC=C(C=C1)NC=1OC2=C(N1)C=C(C=C2)NC(C2=CC(=CC=C2)CCl)=O